[Cl-].[Cl-].C(C)(C)(C)C1=CC=C(C=C1)C(=[Zr+2](C1(C(C(C(C2(C3C(=C4C=5C=CC=CC5CC4=C21)C=CCC3)C)(C)C)(C)C)(C)C)C)C3C=CC=C3)C3=CC=C(C=C3)C(C)(C)C Bis(p-tert-butylphenyl)methylene(cyclopentadienyl)(octamethyloctahydrodibenzofluorenyl)zirconium dichloride